ClC=1C=C(C=CC1)[C@H](C(=O)N1CC2=C(N=C(NC2=O)C2(CC2)C=2C=NC=C(C2)C=2CCOCC2)CC1)O (R)-6-(2-(3-chlorophenyl)-2-hydroxyacetyl)-2-(1-(5-(3,6-dihydro-2H-pyran-4-yl)pyridin-3-yl)cyclopropyl)-5,6,7,8-tetrahydropyrido[4,3-d]pyrimidin-4(3H)-one